FC1=C(C=CC=C1)C(O)C1=CC=C(C=C1)F (2-Fluorophenyl)(4-fluorophenyl)methanol